C(#N)C1=C(C=CC(=C1)F)C1=NC=2N(C(=C1)C)N(CC2)[C@@H](C(F)(F)F)C (R)-5-(2-cyano-4-fluorophenyl)-7-methyl-N-(1,1,1-trifluoropropan-2-yl)pyrazolo[1,5-a]Pyrimidine